N-(2-(1H-pyrazol-1-yl)ethyl)-5-(3-chlorophenyl)isoxazole-3-carboxamide N1(N=CC=C1)CCNC(=O)C1=NOC(=C1)C1=CC(=CC=C1)Cl